OC(C)C=1C=C(C=C2C(N(C(=NC12)N1C[C@@H]2C([C@@H]2C1)NC(OC)=O)C)=O)C |r| methyl N-[rac-(1R,5S)-3-[8-(1-hydroxyethyl)-3,6-dimethyl-4-oxoquinazolin-2-yl]-3-azabicyclo[3.1.0]hexan-6-yl]carbamate